ethyl 2-(3,5-dichloro-4-(3-(2-chloropyridin-4-yl)-4-hydroxybenzyl)phenoxy)acetate ClC=1C=C(OCC(=O)OCC)C=C(C1CC1=CC(=C(C=C1)O)C1=CC(=NC=C1)Cl)Cl